6-(1-((2-(2,6-dioxopiperidin-3-yl)-7-fluoro-1,3-dioxoisoindolin-5-yl)methyl)piperidin-4-yl)-2-(4-phenoxyphenyl)nicotinamide O=C1NC(CCC1N1C(C2=C(C=C(C=C2C1=O)CN1CCC(CC1)C1=NC(=C(C(=O)N)C=C1)C1=CC=C(C=C1)OC1=CC=CC=C1)F)=O)=O